ethyl 2-[5-(4-chlorophenyl)-6,7-dimethyl-2-(methylsulfanyl)-3H-thieno[2,3-e][1,2,4]triazepin-3-yl]acetate ClC1=CC=C(C=C1)C=1C2=C(N=C(N(N1)CC(=O)OCC)SC)SC(=C2C)C